(S)-3-(6-(3,5-dimethylisoxazol-4-yl)-1-(1-(pyridin-2-yl)ethyl)-2-(trifluoromethyl)-1H-pyrrolo[3,2-b]pyridin-3-yl)-4-fluorobenzoic acid CC1=NOC(=C1C=1C=C2C(=NC1)C(=C(N2[C@@H](C)C2=NC=CC=C2)C(F)(F)F)C=2C=C(C(=O)O)C=CC2F)C